Cl.NC(C(=O)OC(C)OC(=O)N1C[C@H](OCC1)COC1=C(C=CC=C1)OCC)C(C)C.OC1=CC=C(C=C1)C(C(F)(F)F)(C(F)(F)F)C1=CC=C(C=C1)O 2,2-bis(4'-hydroxyphenyl)hexafluoropropane 1-[(-)-2-amino-3-methylbutyroxy]ethyl-(S)-2-[(o-ethoxyphenoxy)methyl]-4-morpholinecarboxylate HCl